FC1(CN(CC[C@H]1OCCNC)C1=NC=CC(=N1)NC=1N=CC2=C(C=CC(=C2C1)C(C)C)N1[C@@H]([C@H](C1)CS(=O)(=O)C)C)F N-{2-[(4R)-3,3-difluoro-4-[2-(methylamino)ethoxy]piperidin-1-yl]pyrimidin-4-yl}-8-[(2R,3S)-3-(methanesulfonylmeth-yl)-2-methylazetidin-1-yl]-5-(propan-2-yl)isoquinolin-3-amine